3-(indolin-1-ylsulfonyl)-N-(3-nitrophenyl)benzamide N1(CCC2=CC=CC=C12)S(=O)(=O)C=1C=C(C(=O)NC2=CC(=CC=C2)[N+](=O)[O-])C=CC1